1-(tert-butyl) 3-ethyl 2-bromo-1H-pyrrole-1,3-dicarboxylate BrC=1N(C=CC1C(=O)OCC)C(=O)OC(C)(C)C